N-Methyl-5-[4-(1H-pyrazol-4-yl)-1H-indazol-7-yl]-N-(2,2,6,6-tetramethylpiperidin-4-yl)[1,3]thiazolo[5,4-d][1,3]thiazol-2-amin Trifluoroacetat FC(C(=O)O)(F)F.CN(C=1SC=2N=C(SC2N1)C=1C=CC(=C2C=NNC12)C=1C=NNC1)C1CC(NC(C1)(C)C)(C)C